diethyl (1RS,3aSR,6aSR)-5-(naphth-1-yl)-4,6-dioxo-1-phenyl-1,3a,4,5,6,6a-hexahydropyrrolo[3,4-c]pyrrole-1-phosphonate C1(=CC=CC2=CC=CC=C12)N1C([C@@H]2[C@H](C1=O)C=N[C@]2(P(OCC)(=O)OCC)C2=CC=CC=C2)=O |r|